C1(=CC=CC=C1)[C@H]1NCC[C@@H](C1)NC(OC(C)(C)C)=O |r| rac-tert-Butyl ((2S,4S)-2-phenylpiperidin-4-yl)carbamate